1,3-dioxoisoindolin-2-yl cyclobutanecarboxylate C1(CCC1)C(=O)ON1C(C2=CC=CC=C2C1=O)=O